3,4-difluoro-2-methoxybenzene FC=1C(=CC=CC1F)OC